(S)-4-(trifluoromethyl)-1,2,3-oxathiazolidine-3-carboxylic acid FC([C@H]1N(SOC1)C(=O)O)(F)F